3-(3-(trifluoromethyl)phenyl)-1,5-dimethylpyrazol-4-ol FC(C=1C=C(C=CC1)C1=NN(C(=C1O)C)C)(F)F